COC(=O)[C@]1(O)C[C@@H](OC(=O)/C=C/C2C=CC(O)=C(O)C=2)[C@@H](O)[C@H](OC(=O)/C=C/C2C=CC(O)=C(O)C=2)C1 3,5-dicaffeoylquinic ACID METHYL ESTER